4-(5-Chloro-2-(1H-tetrazol-1-yl)phenyl)-2,5-dioxopiperazin-1-yl-N-(4-cyanophenyl)-3-phenylpropanamide ClC=1C=CC(=C(C1)N1CC(N(CC1=O)C(C(=O)NC1=CC=C(C=C1)C#N)CC1=CC=CC=C1)=O)N1N=NN=C1